dimethylbenzylammonium bromide [Br-].C[NH+](CC1=CC=CC=C1)C